ClC1=CC=C(C=C1)CNC(NC1=CC=C(C=C1)CN(C1C(NCC1)=O)C)=O 3-[(4-chlorophenyl)methyl]-1-(4-[[methyl(2-oxopyrrolidin-3-yl)amino]methyl]phenyl)urea